ClN1C(C=CC=C1)C(=O)O 1-chloropyridinic acid